N(=[N+]=[N-])C1=C(C=C2C(=CC=3N(C2=C1)C=NN3)N3CCCC1=CC=CC=C31)F 8-azido-5-(3,4-dihydroquinolin-1(2H)-yl)-7-fluoro-[1,2,4]Triazolo[4,3-a]Quinoline